ClC=1C=C2CO[C@]3(O[C@@H]([C@H]([C@@H]([C@H]3O)O)O)C)C2=CC1CC1=CC=C(S1)C(C)=O 1-(5-(((1S,3'R,4'S,5'S,6'R)-5-chloro-3',4',5'-trihydroxy-6'-methyl-3',4',5',6'-tetrahydro-3H-spiro[isobenzofuran-1,2'-pyran]-6-yl)methyl)thiophene-2-yl)ethanone